phenylene-dicyclopentadiene C1(=C(C=CC=C1)C1=CC=CC1)C1=CC=CC1